1-Benzyl-3-methylimidazolium chloride [Cl-].C(C1=CC=CC=C1)N1C=[N+](C=C1)C